ClC1=CC2=C(N(C(C3=C(N2CCCN(C(=O)OC(C)(C)C)C(=O)[O-])C=CC=C3)=O)CC3=CC=C(C=C3)OC)C=C1 tert-butyl {3-[7-chloro-10-(4-methoxybenzyl)-11-oxo-10,11-dihydro-5H-dibenzo[b,e][1,4]diazepin-5-yl]propyl}imidodicarbonate